C1=C2C3=C(C=NC2=CC=C1C=1C=C(C(=NC1)OCCNC(C)C)NS(=O)(=O)C)N1C(C32CCCC2)=NCC1 N-(5-(8',9'-Dihydrospiro[cyclopentane-1,11'-imidazo[1',2':1,5]pyrrolo[2,3-c]quinolin]-2'-yl)-2-(2-(isopropylamino)ethoxy)pyridin-3-yl)methanesulfonamide